undecyl 8-((6-(heptadecan-9-yloxy)-6-oxohexyl)(2-hydroxyethyl)amino)-octanoate CCCCCCCCC(CCCCCCCC)OC(CCCCCN(CCCCCCCC(=O)OCCCCCCCCCCC)CCO)=O